methyl 2-(3-(N,N-bis(4-methoxybenzyl)sulfamoyl)-4-(dimethyl-carbamoyl)-1H-pyrazol-1-yl)-2-methylpropanoate COC1=CC=C(CN(S(=O)(=O)C2=NN(C=C2C(N(C)C)=O)C(C(=O)OC)(C)C)CC2=CC=C(C=C2)OC)C=C1